C(C)(C)(C)OC(/C(=C/CC1CCCC1)/NC(=O)OC(C)(C)C)=O (Z)-tert-butyloxycarbonylamino-4-cyclopentylbut-2-enoic acid tert-butyl ester